NC1=NC=C(C2=C1C=NN2)NC(C(=O)N2C(CCCC2)C2CCCC2)=O N-(4-Amino-1H-pyrazolo[4,3-c]pyridin-7-yl)-2-(2-cyclopentyl-1-piperidyl)-2-oxo-acetamide